(4-(2-(2-Aminopyridin-3-yl)-5-(5-(difluoromethoxy)pyridin-2-yl)-3H-imidazo[4,5-b]pyridin-3-yl)phenyl)methanol NC1=NC=CC=C1C1=NC=2C(=NC(=CC2)C2=NC=C(C=C2)OC(F)F)N1C1=CC=C(C=C1)CO